5-bromo-1-(tetrahydro-2H-pyran-4-yl)-1,3-dihydro-2H-benzo[d]imidazol-2-one BrC1=CC2=C(N(C(N2)=O)C2CCOCC2)C=C1